9-[(2R,4S,5R)-4-[(tert-butyldimethylsilyl)oxy]-5-{[(tert-butyldiphenylsilyl)oxy]methyl}-5-ethenyloxolan-2-yl]-2-fluoropurin-6-amine [Si](C)(C)(C(C)(C)C)O[C@H]1C[C@@H](O[C@]1(C=C)CO[Si](C1=CC=CC=C1)(C1=CC=CC=C1)C(C)(C)C)N1C2=NC(=NC(=C2N=C1)N)F